3-(8-(1,3-dioxolan-2-yl)octyl)-N,N-dimethyl-docosa-13,16-dien-1-amine O1C(OCC1)CCCCCCCCC(CCN(C)C)CCCCCCCCCC=CCC=CCCCCC